N-(3,4-dichloro-1H-indol-7-yl)-4-((1-(2-hydroxyethyl)-4-methyl-piperidin-4-yl)oxy)benzenesulfonamide tert-butyl-(2S,4S,5S)-5-azido-2-methyltetrahydro-2H-pyran-4-ylcarbamate C(C)(C)(C)N(C(O)=O)[C@H]1C[C@@H](OC[C@H]1N=[N+]=[N-])C.ClC1=CNC2=C(C=CC(=C12)Cl)NS(=O)(=O)C1=CC=C(C=C1)OC1(CCN(CC1)CCO)C